dithienylthiadiazole S1C(=CC=C1)C1=C(N=NS1)C=1SC=CC1